N[C@@H]1CN(CC1)C1=CC(=CC(=N1)NC(C)=O)C=1C(=C(C=C(C1)F)C1=CC(=C(C=C1)N1C(N(C=C1)C)=O)Cl)O (S)-N-(6-(3-aminopyrrolidin-1-yl)-4-(3'-chloro-5-fluoro-2-hydroxy-4'-(3-methyl-2-oxo-2,3-dihydro-1H-imidazol-1-yl)-[1,1'-biphenyl]-3-yl)pyridin-2-yl)acetamide